3-(5-((S)-1-isopropyl-1,2,3,4-tetrahydroisoquinoline-2-carbonyl)-1-oxoisoindolin-2-yl)piperidine-2,6-dione C(C)(C)[C@@H]1N(CCC2=CC=CC=C12)C(=O)C=1C=C2CN(C(C2=CC1)=O)C1C(NC(CC1)=O)=O